ClCC1=CC=C(CN2CC(C2)N2CCN(CC2)C2=NC(=NC(=C2)N2N=C(N=C2)C)C)C=C1 4-(4-(1-(4-(chloromethyl)benzyl)azetidin-3-yl)piperazin-1-yl)-2-methyl-6-(3-methyl-1H-1,2,4-triazol-1-yl)pyrimidine